2-[3-[5-[3-[(5-Bromo-2-pyridinyl)oxy]cyclobutoxy]-2-pyridinyl]-1-methyl-prop-2-ynyloxy]ethanol BrC=1C=CC(=NC1)OC1CC(C1)OC=1C=CC(=NC1)C#CC(OCCO)C